CC1=CC=C(C=C1)S(=O)(=O)NN 4-methylbenzene-1-sulfonylhydrazine